o-aminophenyltrimethoxysilane NC1=C(C=CC=C1)[Si](OC)(OC)OC